2-(1-(4-methoxyphenyl)vinyl)-1-p-tolylaziridine COC1=CC=C(C=C1)C(=C)C1N(C1)C1=CC=C(C=C1)C